3-(methylthio)-N-(oxetan-3-yl)-1,2,4-triazine-6-carboxamide CSC=1N=NC(=CN1)C(=O)NC1COC1